N-{2-[3-amino-4-(trifluoromethoxy)pyrrolidin-1-yl]-5,6,7,8-tetrahydroquinolin-6-yl}-5-chloro-7-ethyl-7H-pyrrolo[2,3-c]pyridazine-3-carboxamide NC1CN(CC1OC(F)(F)F)C1=NC=2CCC(CC2C=C1)NC(=O)C1=CC2=C(N=N1)N(C=C2Cl)CC